tert-butyl 3-(2-{[(2S,4R)-4-[(tert-butyldiphenylsilyl)oxy]-1-methylpyrrolidin-2-yl]methoxy}-7-chloro-8-fluoropyrido[4,3-d]pyrimidin-4-yl)-3,8-diazabicyclo[3.2.1]octane-8-carboxylate [Si](C1=CC=CC=C1)(C1=CC=CC=C1)(C(C)(C)C)O[C@@H]1C[C@H](N(C1)C)COC=1N=C(C2=C(N1)C(=C(N=C2)Cl)F)N2CC1CCC(C2)N1C(=O)OC(C)(C)C